C(C)S(=O)(=O)N1CC(C1)=CC#N 2-(1-(ethylsulfonyl)azetidin-3-ylidene)acetonitrile